C(C)(C)(C)OC(=O)NC1(CC2=CC(=CC=C2CC1)OC=1C=C(C=CC1)C1=CC=C(C=C1)N(C)C)C(=O)O 2-((tert-Butoxycarbonyl)amino)-7-((4'-(dimethylamino)-[1,1'-biphenyl]-3-yl)oxy)-1,2,3,4-tetrahydronaphthalene-2-carboxylic acid